FC(F)(F)C1C2(CC1C2)C(N)=S (trifluoromethyl)bicyclo[1.1.1]pentane-1-thioamide